2,4,4-triethyl-1,6-diaminohexane C(C)C(CN)CC(CCN)(CC)CC